F[P-](F)(F)(F)(F)F.CN(C)C(=[N+](C)C)N1N=NC2=NC=CC=C21 N-[(Dimethylamino)-1H-1,2,3-triazolo-[4,5-b]pyridine-1-ylmethylene]-N-methylmethanaminium hexafluorophosphate